BrC=1C(=C(C(=O)OCC)C(=CC1)C)OC1CCCCC1 ethyl 3-bromo-2-(cyclohexyloxy)-6-methylbenzoate